C1(CCCC1)N1C=NC(=C1)NC1=NC(=NN2C1=CC=C2)N2[C@@H](CCC2)CO (S)-(1-(4-((1-cyclopentyl-1H-imidazol-4-yl)amino)pyrrolo[2,1-f][1,2,4]triazin-2-yl)pyrrolidin-2-yl)methanol